6-{5-chloro-2-[(oxacyclohex-4-yl)amino]pyrimidin-4-yl}-3-(2-hydroxyethyl)-2-[2-oxo-2-(2,3,4,5-tetrahydro-1H-3-benzazepin-3-yl)ethyl]-2,3-dihydro-1H-isoindol-1-one ClC=1C(=NC(=NC1)NC1CCOCC1)C1=CC=C2C(N(C(C2=C1)=O)CC(N1CCC2=C(CC1)C=CC=C2)=O)CCO